N-(3-(N-(2-chlorophenyl)sulfamoyl)phenyl)pyrazine-2-carboxamide ClC1=C(C=CC=C1)NS(=O)(=O)C=1C=C(C=CC1)NC(=O)C1=NC=CN=C1